(((2,5-dioxopyrrolidin-1-yl)oxy)carbonyl)heneicosane-1,11,21-tricarboxylic acid O=C1N(C(CC1)=O)OC(=O)C(CCCCCCCCCC(CCCCCCCCCCC(=O)O)C(=O)O)C(=O)O